C1(CCCC1)C=1C=C(C(=NC1)NC(C1=C(C=C(C(=C1)[N+](=O)[O-])SC)SC1=NN=NN1C)=O)F N-(5-cyclopentyl-3-fluoropyridin-2-yl)-2-[(1-methyl-1H-1,2,3,4-tetrazol-5-yl)sulfanyl]-4-(methylsulfanyl)-5-nitrobenzamide